methyl 3-bromo-2-chloro-5-fluoro-benzoate BrC=1C(=C(C(=O)OC)C=C(C1)F)Cl